CC1=NOC(=C1C=1C=C2C(=NC1)N(C=C2C2=C(C=C(C(=O)O)C=C2)OC(C)C)[C@@H](C)C2=NC=CC=C2)C (S)-4-(5-(3,5-dimethylisoxazol-4-yl)-1-(1-(pyridin-2-yl)ethyl)-1H-pyrrolo[2,3-b]pyridin-3-yl)-3-isopropoxybenzoic acid